5-(3,4-Difluorophenyl)-7-iodo-1-(phenylsulfonyl)-6-(tetrahydro-2H-pyran-4-yl)-1,5-dihydropyrrolo[2,3-f]indazole FC=1C=C(C=CC1F)N1C(=C(C2=C1C=C1C=NN(C1=C2)S(=O)(=O)C2=CC=CC=C2)I)C2CCOCC2